NC1=C(C=C(C2=CC=CC=C12)S(=O)(=O)O)N=NC=1C=NC(=CC1)C1=CC(=CC=C1)Cl 4-amino-3-[6-(3-chlorophenyl)pyridin-3-ylazo]naphthalene-1-sulfonic acid